C(C)(=O)O.OOCCCCCCCCCCCCCC tetradecyl hydroxy ether acetate